7-Methoxy-1-(3-methoxy-pyridin-4-yl)-3-methyl-8-(1H-pyrazol-4-yl)-1,3-dihydroimidazo[4,5-c]-quinolin-2-one COC=1C(=CC=2C3=C(C=NC2C1)N(C(N3C3=C(C=NC=C3)OC)=O)C)C=3C=NNC3